(R)-3,6-dimethyl-8-(1-((2-(methylsulfonyl)phenyl)amino)ethyl)-2-(tetrahydro-2H-pyran-4-yl)quinazolin-4(3H)-one CN1C(=NC2=C(C=C(C=C2C1=O)C)[C@@H](C)NC1=C(C=CC=C1)S(=O)(=O)C)C1CCOCC1